C(C)(C)(C)OC(=O)N1C(C(C2=NNC(C=3C=C(C=C1C23)F)=O)N2C(NCC2=O)=O)C2=CC=C(C=C2)F 5-fluoro-8-(4-fluorophenyl)-9-(2,4-imidazolinedione-3-yl)-8,9-dihydro-2H-pyrido[4,3,2-de]phthalazin-3(7H)-one-7-carboxylic acid tert-butyl ester